6-((6-(1-methyl-1H-pyrazol-4-yl)imidazo[1,2-b]pyridazin-3-yl)methyl)quinoline CN1N=CC(=C1)C=1C=CC=2N(N1)C(=CN2)CC=2C=C1C=CC=NC1=CC2